C1(=CC=C(C=C1)C1(CC(=C(C2=CC=CC=C12)N)\N=N\[H])S(=O)(=O)O)C1=CC=C(C=C1)C1(CC(=C(C2=CC=CC=C12)N)\N=N\[H])S(=O)(=O)O 1,1'-([1,1'-biphenyl]-4,4'-diyl)bis{4-amino-3-[(E)-diazenyl]naphthalene-1-sulfonic acid}